ClC=1C=NN(C1C(=O)NC1=NC=C(C=C1C)C#CC1=CC=CC=C1)CC1(CCCC1)C#N 4-chloro-1-((1-cyanocyclopentyl)methyl)-N-(3-methyl-5-(phenylethynyl)pyridin-2-yl)-1H-pyrazole-5-carboxamide